COCCOC1=C(C=CC(=C1)N1CCN(CC1)C)NC1=NC=CC(=C1)NC=1C=CC=C2CCN(C12)C(C)=O 1-(7-((2-((2-(2-Methoxyethoxy)-4-(4-methylpiperazin-1-yl)phenyl)amino)pyridin-4-yl)amino)indolin-1-yl)ethan-1-one